NC1=NC=NN2C1=C(C(=N2)C=2C=NC(=CC2)C#C)C2=CC(=C(C(=O)NCC(F)(F)F)C=C2)OC 4-(4-amino-6-(6-ethynylpyridin-3-yl)pyrazolo[5,1-f][1,2,4]triazin-5-yl)-2-methoxy-N-(2,2,2-trifluoroethyl)benzamide